O=C1NC2=C(C=CC=N2)N1 OXODIHYDROIMIDAZOPYRIDINE